C(C)OS(=O)(=O)[O-].C(C)[N+](C)(C)CCCCCCCCCCCC N-ethyl-N,N-dimethyldodecylammonium ethyl-sulfate